4-{[6-(5-chloro-2-fluorophenyl)pyridazin-4-yl]amino}-N-[2-(piperazin-1-yl)ethyl]quinoline-7-carboxamide ClC=1C=CC(=C(C1)C1=CC(=CN=N1)NC1=CC=NC2=CC(=CC=C12)C(=O)NCCN1CCNCC1)F